2-butoxyethyl 4-(dimethylamino)benzoate 2-butoxyethyl-4-(dimethylamino)benzoate C(CCC)OCCOC(C1=CC=C(C=C1)N(C)C)=O.CN(C1=CC=C(C(=O)OCCOCCCC)C=C1)C